C1(CC1)OC1=C(C=C(C=C1)C=1C2=C(N=C(N1)N1[C@H]([C@@H](C1)O)C)C(CC2)(F)F)[S@](=O)(C)=N (R)-(2-cyclopropoxy-5-(7,7-difluoro-2-((2S,3R)-3-hydroxy-2-methylazetidin-1-yl)-6,7-dihydro-5H-cyclopenta[d]pyrimidin-4-yl)phenyl)(imino)(methyl)-λ6-sulfanone